6-[4-[[2-[2-(3-Hydroxyphenyl)ethynyl]phenyl]methyl]piperazin-1-yl]-N-[3-nitro-4-(2-phenylsulfanylethylamino)phenyl]sulfonylpyridazine-3-carboxamide OC=1C=C(C=CC1)C#CC1=C(C=CC=C1)CN1CCN(CC1)C1=CC=C(N=N1)C(=O)NS(=O)(=O)C1=CC(=C(C=C1)NCCSC1=CC=CC=C1)[N+](=O)[O-]